1-benzyl-N,N-dimethyl-pyridin-1-ium-4-amine chloride [Cl-].C(C1=CC=CC=C1)[N+]1=CC=C(C=C1)N(C)C